2,6-dichloro-4-[difluoro(tetrahydropyran-4-yl)methyl]pyridine tert-butyl-N-[(3R)-5-[(4-chlorophenyl)methyl]-7,8-difluoro-1,1,4-trioxo-2,3-dihydro-1λ6,5-benzothiazepin-3-yl]carbamate C(C)(C)(C)OC(N[C@H]1CS(C2=C(N(C1=O)CC1=CC=C(C=C1)Cl)C=C(C(=C2)F)F)(=O)=O)=O.ClC2=NC(=CC(=C2)C(C2CCOCC2)(F)F)Cl